CN1N=C(C2=CC=CC(=C12)C1CCN(CC1)CCCNC)N1C(NC(CC1)=O)=O (1-methyl-7-{1-[3-(methylamino)propyl]piperidin-4-yl}indazol-3-yl)-1,3-diazinane-2,4-dione